(Z)-1-(5-fluoro-2-methylphenyl)-N'-hydroxycyclopropane-1-carboximidamide FC=1C=CC(=C(C1)C1(CC1)/C(/N)=N/O)C